triethylene glycol (p-toluenesulfonate) CC1=CC=C(C=C1)S(=O)(=O)OCCOCCOCCO